BrC1=CC=2C3=C(C=NC2C=C1F)N(C(C31CN(C1)C=1C=NC=NC1)=O)C 8'-Bromo-7'-fluoro-3'-methyl-1-(pyrimidin-5-yl)spiro[azetidine-3,1'-pyrrolo[2,3-c]quinolin]-2'(3'H)-one